C12CNCC2C1C1=CC=C2C=3C(=CC=NC13)N(C2=O)C2C(NC(CC2)=O)=O 3-(8-(3-azabicyclo[3.1.0]hexan-6-yl)-5-oxopyrrolo[2,3,4-de]quinolin-4(5H)-yl)piperidine-2,6-dione